C(C)(C)(C)OC(=O)N1CCC2(CC1)[C@@H](C1=C(N=CS1)C2)N[S@](=O)C(C)(C)C (S)-6-(((R)-tert-butylsulfinyl)amino)-4,6-dihydrospiro[cyclopenta[d]thiazole-5,4'-piperidine]-1'-carboxylic acid tert-butyl ester